1,4-DIISOCYANOBUTANE [N+](#[C-])CCCC[N+]#[C-]